C(C)(=O)C1=NN(C2=C(C=C(C=C12)C=1C=NC(=NC1)C)C)CC(=O)N1[C@@H]2C[C@@]2(C[C@H]1C(=O)NC1=NC(=CC=C1C)Br)CN1CCNCC1 (1R,3S,5R)-2-(2-(3-acetyl-7-methyl-5-(2-methylpyrimidin-5-yl)-1H-indazol-1-yl)acetyl)-N-(6-bromo-3-methylpyridin-2-yl)-5-(piperazin-1-ylmethyl)-2-azabicyclo[3.1.0]hexane-3-carboxamide